C(C=C)OCC(CC1N(CCCC1)C(CO)=O)O (3-allyloxy-(2-hydroxypropyl))hydroxyacetylpiperidine